DODECANETHIOL C(CCCCCCCCCCC)S